NC1=CC=2C(=NC=C(N2)C2(CC2)C(F)(F)F)N1C1=C(C(=CC=C1C)O)C 6-amino-5-(3-hydroxy-2,6-dimethyl-phenyl)-2-[1-(trifluoromethyl)cyclopropyl]pyrrolo[2,3-b]pyrazine